SCSC1=C(C=CC=C1)SCS 1,2-bis(mercaptomethylthio)benzene